3-chloro-2-(2-methoxyethyl)pyridine-4-thiol ClC=1C(=NC=CC1S)CCOC